NCCNCCC[Si](OC)(OC)OC 3-[2-amino-ethylamino]propyl-trimethoxysilane